BrC1=CC=C(C=C1)C1(CCCCC1)N 1-(4-bromophenyl)cyclohexylamine